4-(2-fluoro-6-methoxyphenyl)-2-(6-((S)-3-hydroxypyrrolidin-1-yl)pyridin-2-yl)-2,3-dihydro-1H-pyrrolo[3,4-c]pyridin-1-one FC1=C(C(=CC=C1)OC)C1=NC=CC2=C1CN(C2=O)C2=NC(=CC=C2)N2C[C@H](CC2)O